acryloyloxyethyltrimellitic acid (methacrylate) C(C(=C)C)(=O)O.C(C=C)(=O)OCCC1=C(C(C(=O)O)=CC=C1C(=O)O)C(=O)O